ClC1=CC(=C(S1)C1=CC=C(C(=N1)C)O[C@@H]1C[C@H](CCC1)C(=O)O)CNC(=O)O[C@H](C)CCC (1S,3S)-3-((6-(5-Chloro-3-((((((R)-pentan-2-yl)oxy)carbonyl)amino)methyl)thiophen-2-yl)-2-methylpyridin-3-yl)oxy)cyclohexane-1-carboxylic acid